lithiophosphete [Li]C1=PC=C1